2-fluoro-3-(1-(4-isopropylphenyl)pyrrolidin-3-yl)benzoic acid FC1=C(C(=O)O)C=CC=C1C1CN(CC1)C1=CC=C(C=C1)C(C)C